(3-fluoroazetidin-1-yl)-3-(4-fluoro-2-methyl-phenoxy)-5-methyl-pyridazine-4-carboxylic acid FC1CN(C1)C1=C(C(=C(N=N1)OC1=C(C=C(C=C1)F)C)C(=O)O)C